N-(1,1-Dimethylprop-2-ynyl)-4-[[2-[3-(trifluoromethyl)-1H-pyrazol-4-yl]acetyl]amino]pyridin CC(C#C)(C)N1CC=C(C=C1)NC(CC=1C(=NNC1)C(F)(F)F)=O